C(C)(C)(C)OC(CCCCCOC(C(=C)C)=O)=O 6-Methacryloyloxyhexanoic acid tert-butyl ester